(E)-2,4-difluoro-6-isopropyl-3-phenylvinylphenol FC1=C(C(=CC(=C1\C=C\C1=CC=CC=C1)F)C(C)C)O